FC1=CC(=C(C=C1)C(C(C)C)O)OC 1-(4-Fluoro-2-methoxyphenyl)-2-methylpropan-1-ol